4-(dimethylamino)-2-buten-1-one CN(CC=CC=O)C